(E)-5-hydroxy-3-methylpent-3-enoic acid OC/C=C(/CC(=O)O)\C